BrC=1C=C(C(=NC1)F)OCC1=CC(=CC(=C1)F)F 5-bromo-3-[(3,5-difluorophenyl)methoxy]-2-fluoropyridine